N1=CN=CC2=C1C=CNC2=O pyrido[4,3-d]pyrimidin-5[6H]-one